OCCCCCCCCOCCCCCCCCO bis(8-hydroxyoctyl) ether